4-oxo-4'-(trifluoromethyl)-[1,4'-bipiperidine]-1'-carboxylic acid tert-butyl ester C(C)(C)(C)OC(=O)N1CCC(CC1)(N1CCC(CC1)=O)C(F)(F)F